The molecule is a member of the class of phenothiazines that is promazine carrying an oxo group at position 5. It is a metabolite of the anti-psychotic medication, chlorpromazine. It has a role as a drug metabolite. It is a member of phenothiazines, a sulfoxide and a tertiary amino compound. It derives from a promazine. CN(C)CCCN1C2=CC=CC=C2S(=O)C3=CC=CC=C31